(3-(4-Bromophenoxy)-6-hydroxybenzo[b]thiophen-2-yl)(2-ethyl-phenyl)methanone BrC1=CC=C(OC=2C3=C(SC2C(=O)C2=C(C=CC=C2)CC)C=C(C=C3)O)C=C1